S1C=NC=C1C=O thiazole-5-carbaldehyde